(Z)-benzylidenehydrazine C(/C1=CC=CC=C1)=N/N